O=C1N(C(C2=CC(=CC=C12)C=1N=NNC1)=O)C=1C=C(C=CC1C(=O)N)C1=CC=CC=C1 3-[1,3-Dioxo-5-(1H-[1,2,3]triazol-4-yl)-1,3-dihydroisoindol-2-yl]biphenyl-4-carboxylic acid amide